FC(C1=CC(=CN=N1)NC(=O)N1C[C@](C=2C=3N(N=CC21)C=C(N3)C)(C(F)(F)F)C)F (S)-N-(6-(difluoromethyl)pyridazin-4-yl)-2,9-dimethyl-9-(trifluoromethyl)-8,9-dihydro-7H-imidazo[1,2-b]pyrrolo[3,2-d]pyridazine-7-carboxamide